5-(4-((4-isopropoxypyridin-3-yl)methoxy)phenyl)-2-oxo-6-(trifluoromethyl)-1,2-dihydropyridine-3-carboxamide C(C)(C)OC1=C(C=NC=C1)COC1=CC=C(C=C1)C=1C=C(C(NC1C(F)(F)F)=O)C(=O)N